COC(=O)C1(OC(C(O1)(F)F)(C(F)(F)F)F)C(F)(F)F 4,4,5-trifluoro-2,5-bis(trifluoromethyl)-1,3-dioxolane-2-carboxylic acid methyl ester